5-((3-((4-amino-2-butyl-1H-imidazo[4,5-d]thieno[3,2-b]pyridin-1-yl)methyl)benzyl)amino)pentan-1-ol NC1=C2C(=C3C(=N1)C=CS3)N(C(=N2)CCCC)CC=2C=C(CNCCCCCO)C=CC2